Aluminium-Hafnium [Hf].[Al]